3,5-dioxo-4-propionyl-cyclohexanecarboxylic acid O=C1CC(CC(C1C(CC)=O)=O)C(=O)O